[6-(3-cyclopropyl-1,2,4-triazol-1-yl)-2-azaspiro[3.3]heptan-2-yl]-[6-[(3-fluoro-5-methylsulfonyl-phenyl)methyl]-2-azaspiro[3.3]heptan-2-yl]methanone C1(CC1)C1=NN(C=N1)C1CC2(CN(C2)C(=O)N2CC3(C2)CC(C3)CC3=CC(=CC(=C3)S(=O)(=O)C)F)C1